C(C1CO1)OC1=CC=C(C2=CC=CC=C12)OCC1CO1 1,4-diglycidyl-oxynaphthalene